COC=1C=C(C=CC1)C1(OC(OC1)=O)C=C 4-(3-methoxyphenyl)-4-vinyl-1,3-dioxolane-2-one